3-(6-((S)-3-(hydroxymethyl)-4-(piperidin-4-ylmethyl)piperazin-1-yl)-1-methyl-1H-indazol-3-yl)piperidine-2,6-dione OC[C@@H]1CN(CCN1CC1CCNCC1)C1=CC=C2C(=NN(C2=C1)C)C1C(NC(CC1)=O)=O